COC1=CC=CC=2C3=C(C=NC12)NC(N3[C@@H]3C[C@@H](CC3)CCP(O)(O)=O)=O (2-((1R,3S)-3-(6-methoxy-2-oxo-2,3-dihydro-1H-imidazo[4,5-c]quinolin-1-yl)cyclopentyl)ethyl)phosphonic acid